C1(=CC=CC=C1)[C@@H](C)OC1=CC=C(C=C1)C=1NC2=NC=NC(=C2N1)C=1CCNCC1 (R)-8-(4-(1-Phenylethoxy)phenyl)-6-(1,2,3,6-tetrahydropyridin-4-yl)-9H-purine